C(C1=CC=CC=C1)OC1=CC=C(COC(C2=CC=CC=C2)=O)C=C1 p-Benzyloxybenzylbenzoat